octadeca-5-enoic acid C(CCCC=CCCCCCCCCCCCC)(=O)O